Ethyl 5-(2,4-dimethoxybenzylamino)-8-(2,6-dimethylpyridin-4-yl)-7-phenylimidazo[1,2-c]pyrimidine-2-carboxylate COC1=C(CNC2=NC(=C(C=3N2C=C(N3)C(=O)OCC)C3=CC(=NC(=C3)C)C)C3=CC=CC=C3)C=CC(=C1)OC